FC(C1=NC(=NC=C1)S)(F)F 4-trifluoromethyl-2-mercaptopyrimidine